N,N'-(2,3-Bis((triethylsilyl)oxy)butan-1,4-diyl)diacrylamid C(C)[Si](OC(CNC(C=C)=O)C(CNC(C=C)=O)O[Si](CC)(CC)CC)(CC)CC